C(C)OC(C(=C)C)=O.C1(=CC=CC2=CC3=CC=CC=C3C=C12)[N+](C1=CC=CC2=CC=CC=C12)(C)C anthracenyldimethylnaphthylammonium ethyl-Methacrylate